COC1=CC=C(C=C1)C(CO)C 2-(4-methoxyphenyl)-1-propanol